2-aminobicyclo[3.1.0]Hexane-1-ol NC1C2(CC2CC1)O